FC(C(=O)NC=1C=C2C(=NC=NC2=CC1OC)NC1=CC(=C(OC2=CC=C(C(=O)N(C)C)C=C2)C=C1OC)C)=CC1N(CCC1)C 4-(4-((6-(2-fluoro-3-(1-methylpyrrolidin-2-yl)acrylamido)-7-methoxyquinazolin-4-yl)amino)-5-methoxy-2-methylphenoxy)-N,N-dimethylbenzamide